ethyl (Z)-5-((tert-butyldiphenylsilyl)oxy)-2-hydroxy-4-oxopent-2-enoate [Si](C1=CC=CC=C1)(C1=CC=CC=C1)(C(C)(C)C)OCC(\C=C(\C(=O)OCC)/O)=O